tert-butyl {8-fluoro-1-[trans-4-(pyridin-2-yloxy)cyclohexyl]-5,6-dihydro-4H-[1,2,4]triazolo[4,3-a]benzazepin-5-yl}carbamate FC=1C=CC2=C(CC(CC=3N2C(=NN3)[C@@H]3CC[C@H](CC3)OC3=NC=CC=C3)NC(OC(C)(C)C)=O)C1